3-Carbamoylpyrazin C(N)(=O)C=1C=NC=CN1